ClC1=CC(=C2C(=N1)N=C(O2)N[C@H]2CN(CCC2)C)N2C(CCC2)=O (R)-1-(5-chloro-2-((1-methylpiperidin-3-yl)amino)oxazolo[4,5-b]pyridin-7-yl)pyrrolidin-2-one